The molecule is an optically active form of malic acid having (S)-configuration. It is a conjugate acid of a (S)-malate(2-). It is an enantiomer of a (R)-malic acid. C([C@@H](C(=O)O)O)C(=O)O